ClC=1C=NC(=C(C(=O)NC2CCC(CC2)CN2C(N(C3=C2C=CC=C3F)C=3C=NC(=CC3)C)=O)C1)C 5-chloro-N-((1r,4r)-4-((4-fluoro-3-(6-methylpyridin-3-yl)-2-oxo-2,3-dihydro-1H-benzo[d]imidazol-1-yl)methyl)cyclohexyl)-2-methylnicotinamide